N1[C@@H](CC1)COC=1C=CC(=C(C(=O)NC2(CC2)C2=C3C=CC=NC3=CC(=C2)C2=NN(C=C2)C(F)F)C1)C (S)-5-(Azetidin-2-ylmethoxy)-N-(1-(7-(1-(difluoromethyl)-1H-pyrazol-3-yl)quinolin-5-yl)cyclopropyl)-2-methylbenzamide